4-((3-(dimethylamino)phenoxy)methyl)-N,N-bis(4-methoxybenzyl)thiazol-2-amine CN(C=1C=C(OCC=2N=C(SC2)N(CC2=CC=C(C=C2)OC)CC2=CC=C(C=C2)OC)C=CC1)C